C(C)OC(C(=[N+]=[N-])C1=CC=CC=C1)=O alpha-diazophenylacetic acid ethyl ester